(1R,2S,3S,6R,7S)-4-[(2S)-2-(2-chloro-2,2-difluoroacetamido)-3,3-dimethylbutyryl]-N-[(1S)-1-cyano-2-[(3S)-2-oxopyrrolidin-3-yl]ethyl]-4-azatricyclo[5.2.1.0{2,6}]dec-8-ene-3-carboxamide ClC(C(=O)N[C@H](C(=O)N1[C@@H]([C@H]2[C@H]3C=C[C@@H]([C@H]2C1)C3)C(=O)N[C@@H](C[C@H]3C(NCC3)=O)C#N)C(C)(C)C)(F)F